ClC=1C=C(N)C=CC1S(=O)(=O)C 3-chloro-4-(methylsulfonyl)aniline